OC1=C(N=CNC1=O)CN1C(N(C(C1)C1=CC=C(C=C1)C#CC1=CC=C(C(=O)NCCOC)C=C1)C(C)C)=O 4-((4-(1-((5-Hydroxy-6-oxo-1,6-dihydropyrimidin-4-yl)methyl)-3-isopropyl-2-oxoimidazoline-4-yl)phenyl)ethynyl)-N-(2-methoxyethyl)benzamide